C1(CC1)C=1C=CC=2N(N1)N=C(N2)CN (6-cyclopropyl-[1,2,4]triazolo[1,5-b]pyridazin-2-yl)methanamine